hexyl ((S)-3-(4-((3S,4S)-3,4-bis(((1S,2R)-2-phenylcyclopropyl) carbamoyl)pyrrolidine-1-carbonyl)benzamido)-1-(hexylamino)-1-oxopropan-2-yl)carbamate C1(=CC=CC=C1)[C@@H]1[C@H](C1)NC(=O)[C@@H]1CN(C[C@H]1C(N[C@@H]1[C@H](C1)C1=CC=CC=C1)=O)C(=O)C1=CC=C(C(=O)NC[C@@H](C(=O)NCCCCCC)NC(OCCCCCC)=O)C=C1